N1C=NC=C1\C(\CC)=C\1/C(NC2=CC=C(C=C12)C1=C(C2=C(OCCN2)N=C1)C)=O (Z)-3-(1-(1H-imidazol-5-yl)propylidene)-5-(8-methyl-2,3-dihydro-1H-pyrido[2,3-b][1,4]oxazin-7-yl)indolin-2-one